6-chloro-3-nitropyridin-2-amine ClC1=CC=C(C(=N1)N)[N+](=O)[O-]